1-ethyl-ethylene C(C)C=C